acetamidoimidazole C(C)(=O)NC=1NC=CN1